F[B-](F)(F)F.NN1CN(C=C1)C 1-amino-3-methylimidazole tetrafluoroborate salt